ClC=1C=C(CN2C=CC3=CC(=CC=C23)NC2=C(C(=O)O)C=C(C=N2)C2CC2)C=CC1 2-((1-(3-chlorobenzyl)-1H-indol-5-yl)amino)-5-cyclopropyl-nicotinic acid